O=C1NC(CCC1N1C(C2=CC=CC(=C2C1=O)NCCCCCCN1CC2=CC=C(C=C2CC1)C=1N=C2C(=NC1)NC=C2C2=CC=C(C(=O)N(C)C)C=C2)=O)=O 4-(2-(2-(6-((2-(2,6-dioxopiperidin-3-yl)-1,3-dioxoisoindolin-4-yl)amino)hexyl)-1,2,3,4-tetrahydroisoquinolin-6-yl)-5H-pyrrolo[2,3-b]pyrazin-7-yl)-N,N-dimethylbenzamide